(R)-4-amino-5-methylhexanoic acid N[C@H](CCC(=O)O)C(C)C